5,6,7-trihydroquinolinecarboxylic acid chloride N1=C(C=CC=2CCCCC12)C(=O)Cl